3-hydroxy-3-(pyridin-2-yl)azetidine-1-carboxylic acid tert-butyl ester C(C)(C)(C)OC(=O)N1CC(C1)(C1=NC=CC=C1)O